(4-Methoxy-2,3,6-trimethylbenzenesulfonyl)-arginine COC1=C(C(=C(C(=C1)C)S(=O)(=O)N[C@@H](CCCNC(N)=N)C(=O)O)C)C